C1(CC1)C1=CC=C2SC=3C=CC(=CC3NC2=C1)C(=O)NCC1=CC=C(C=C1)S(=O)(=O)CC 8-Cyclopropyl-N-(4-(ethylsulfonyl)benzyl)-10H-phenothiazine-2-carboxamide